O1C(=NC2=C1C=CC=C2)C=2N=C(N(C(C2O)=O)C)N2[C@H](C1=CC(=CC=C1CC2)C(=O)O)C2=C(C=CC=C2)F (1R)-2-[4-(1,3-benzoxazol-2-yl)-5-hydroxy-1-methyl-6-oxopyrimidin-2-yl]-1-(2-fluorophenyl)-3,4-dihydro-1H-isoquinoline-7-carboxylic acid